5-(benzyloxy)-N-(2-(3,5-dimethyl-1H-1,2,4-triazol-1-yl)ethyl)-2-methylbenzofuran-3-carboxamide C(C1=CC=CC=C1)OC=1C=CC2=C(C(=C(O2)C)C(=O)NCCN2N=C(N=C2C)C)C1